(3S)-N-{1-[2-cyano-4-(trifluoromethyl)phenyl]-4-{2'-ethoxy-[2,3'-bipyridine]-5-yl}piperidin-4-yl}-1-methylpyrrolidine-3-carboxamide C(#N)C1=C(C=CC(=C1)C(F)(F)F)N1CCC(CC1)(C=1C=CC(=NC1)C=1C(=NC=CC1)OCC)NC(=O)[C@@H]1CN(CC1)C